(1,1-dimethylsilinan-4-yl)-2-(2-methoxyphenyl)-4H-pyrrolo[2,3-d]thiazole-5-carboxamide C[Si]1(CCC(CC1)N1C(=CC2=C1N=C(S2)C2=C(C=CC=C2)OC)C(=O)N)C